9-(4-phenanthrene-2-yl-phenyl)-3,6-di-quinoline-3-yl-9H-carbazole C1=C(C=CC=2C3=CC=CC=C3C=CC12)C1=CC=C(C=C1)N1C2=CC=C(C=C2C=2C=C(C=CC12)C=1C=NC2=CC=CC=C2C1)C=1C=NC2=CC=CC=C2C1